C([2H])([2H])([2H])N[C@@H](CC(C)C)C(=O)O (methyl-d3)-L-leucine